ClC1=C(C(=NN1C)C1=NN(C=C1)C)C(=O)N1CCC2(CC1)CCN(CC2)CCC(C)(C)C (5-Chloro-1,1'-dimethyl-1H,1'H-[3,3'-bipyrazol]-4-yl)(9-(3,3-dimethylbutyl)-3,9-diazaspiro[5.5]undecan-3-yl)methanone